2-hydroxyacetamido-3-O-[(R)-carboxyethyl]-2-Deoxy-D-glucopyranose OCC(=O)NC1(O)C[C@@H](OCCC(=O)O)[C@H](O)[C@H](O1)CO